rac-(1S*,2S*)-2-(3-chlorophenyl)-N-(5-((2-(4-methyl-1H-pyrazol-1-yl)pyridin-4-yl)methoxy)pyridazin-3-yl)cyclopropane-1-carboxamide ClC=1C=C(C=CC1)[C@@H]1[C@H](C1)C(=O)NC=1N=NC=C(C1)OCC1=CC(=NC=C1)N1N=CC(=C1)C |r|